COC1=CC=C(C2=C1NC(=N2)NC(=O)N2CC1(CCOC1)CC2)C2CCOCC2 N-[7-methoxy-4-(oxan-4-yl)-1H-1,3-benzodiazol-2-yl]-2-oxa-7-azaspiro[4.4]nonane-7-carboxamide